3,5-dibromobenzene-1-carbaldehyde BrC=1C=C(C=C(C1)Br)C=O